FC(C1=NN=C(S1)N1C2=C(C3=CC=C(C=C13)S(NC1(CC1)C)(=O)=O)C(=NC=N2)N2C[C@@H](N(C[C@H]2C)C(=O)N(C)C)C)F (2S,5R)-4-(9-(5-(difluoromethyl)-1,3,4-thiadiazol-2-yl)-7-(N-(1-methylcyclopropyl)sulfamoyl)-9H-pyrimido[4,5-b]indol-4-yl)-N,N,2,5-tetramethylpiperazine-1-carboxamide